CNCC(CNC)O 1,3-dimethylamino-2-propanol